C(C)[C@H]1OC2=C(CN(C1)CC=1C=C(C=CC1C)[C@@H]([C@@H](C(=O)[O-])C)C1=C(C3=C(N(N=N3)CC)C=C1)C)C=CC=C2.[NH4+] Ammonium (2S,3R)-3-(3-(((R)-2-ethyl-2,3-dihydrobenzo[f][1,4]oxazepin-4(5H)-yl)methyl)-4-methylphenyl)-3-(1-ethyl-4-methyl-1H-benzo[d][1,2,3]triazol-5-yl)-2-methylpropanate